C1=CC=CC=2C(=C(C(=CC12)C(=O)O)C(=O)O)C(=O)O 5,6,7-naphthalenetricarboxylic acid